C1(=CC=CC=C1)C(=O)C1=CC=CC2=CC=CC=C12 naphthalene-1-yl (phenyl) ketone